OCC=1[C@H]([C@@H]([C@H]([C@@H](C1)NCCCCCCCC)O)O)O (1s,2s,3r,6r)-4-(Hydroxymethyl)-6-(Octylamino)cyclohex-4-Ene-1,2,3-Triol